ClC1=C(C=CC(=C1)C(N(C)C)=O)C1=C(NC2=C(C=CC=C12)C(C)C)C(=O)O 3-(2-chloro-4-(dimethylcarbamoyl)phenyl)-7-isopropyl-1H-indole-2-carboxylic acid